6-chloro-9-ethyl-1-methyl-8-(1-methyl-1H-pyrazol-3-yl)-9H-pyrido[3,4-b]indole ClC=1C=C2C3=C(N(C2=C(C1)C1=NN(C=C1)C)CC)C(=NC=C3)C